tert-butyl N-[1-[[2-chloro-5-(1-isopropyl-6-oxo-3-pyridyl)phenyl]methyl]-2-[4-(3-methyl-1,2,4-triazol-1-yl)anilino]-2-oxo-ethyl]carbamate ClC1=C(C=C(C=C1)C1=CN(C(C=C1)=O)C(C)C)CC(C(=O)NC1=CC=C(C=C1)N1N=C(N=C1)C)NC(OC(C)(C)C)=O